OB1OC2=C(C[C@@H]1NC(C(NC(CC)=O)C1=CC=C(C=C1)P(=O)(O)O)=O)C=CC=C2C(=O)O (3R)-2-hydroxy-3-(2-(4-phosphonophenyl)-2-propionamidoacetamido)-3,4-dihydro-2H-benzo[e][1,2]oxaborinine-8-carboxylic acid